(E)-tert-butyl (4-(5-carbamoyl-2-(1-ethyl-3-methyl-1H-pyrazole-5-carboxamido)-1H-benzo[d]imidazol-1-yl)but-2-en-1-yl)carbamate C(N)(=O)C1=CC2=C(N(C(=N2)NC(=O)C2=CC(=NN2CC)C)C/C=C/CNC(OC(C)(C)C)=O)C=C1